5-(((1R)-1-(2-(aminomethyl)-5-bromo-2-methyl-2,3-dihydrobenzofuran-7-yl)ethyl)amino)pyrazolo[1,5-a]pyrimidine-3-carboxylic acid NCC1(OC2=C(C1)C=C(C=C2[C@@H](C)NC2=NC=1N(C=C2)N=CC1C(=O)O)Br)C